FC1=C(C=CC(=C1)F)C1=CC(=C2CNC(C2=C1)=O)N1CC2(C1)CNC(C2)=O 6-(2,4-difluorophenyl)-4-(7-oxo-2,6-diazaspiro[3.4]octan-2-yl)isoindolin-1-one